Cl.C1(CCCCC1)COC([C@@](CC1=CC=CC=C1)(C)N)=O (S)-2-amino-2-methyl-3-phenylpropionic acid cyclohexylmethyl ester hydrochloride